N2,N4-bis((R)-1-cyclopropylethyl)-6-(pyridin-4-yl)-1,3,5-triazine-2,4-diamine C1(CC1)[C@@H](C)NC1=NC(=NC(=N1)N[C@H](C)C1CC1)C1=CC=NC=C1